C(C)(C)C1=NC=CC(=N1)C=O 2-ISOPROPYLPYRIMIDINE-4-CARBALDEHYDE